CC1=CC(=NC=C1)NC1=CC(=NC=N1)NC1=C(C(=O)N)C=CC=C1 2-((6-((4-methylpyridin-2-yl)amino)pyrimidin-4-yl)amino)benzamide